(4-ethoxycarbonyl-2,5-dihydroxyphenylmethyl)amine C(C)OC(=O)C1=CC(=C(C=C1O)CN)O